OC1=C(C=NNC(=O)N)C=C(C=C1)[N+](=O)[O-] 2-hydroxy-5-nitrobenzaldehyde semicarbazone